propyl-1H-imidazole C(CC)N1C=NC=C1